COC[C@@H](CC(C)C)NC=1NC(/C(/N1)=C/C=1C=C2C=CC=NC2=CC1)=O (4Z)-2-[[(1R)-1-(methoxymethyl)-3-methyl-butyl]amino]-4-(6-quinolylmethylene)-1H-imidazol-5-one